4-(5-(3,5-dichloro-4-fluorophenyl)-5-(trifluoromethyl)-4,5-dihydroisoxazol-3-yl)-N-((3-fluorobenzyl)sulfinyl)-2-methylbenzamide ClC=1C=C(C=C(C1F)Cl)C1(CC(=NO1)C1=CC(=C(C(=O)NS(=O)CC2=CC(=CC=C2)F)C=C1)C)C(F)(F)F